1-cyclopropyl-3-((dimethylamino)methylene)piperidine-2,4-dione C1(CC1)N1C(C(C(CC1)=O)=CN(C)C)=O